N=1C=C(N2C1C=CC=C2)N imidazo[1,2-a]pyridin-3-amine